O=C1NC(=NC=2CCCCC12)SCCCC(=O)N 4-(4-oxo-3,4,5,6,7,8-hexahydroquinazolin-2-ylthio)butanamide